NCCOC1OCC1 2-(2-aminoethoxy)oxetane